C1(CCC1)C(=O)N1[C@H]([C@H](CC1)NS(=O)(=O)C)CC=1N=C(SC1)C1=C(C=CC=C1)F N-(cis-1-(cyclobutylcarbonyl)-2-((2-(2-fluorophenyl)-1,3-thiazol-4-yl)methyl)pyrrolidin-3-yl)methanesulfonamide